2-((4-(2-((4-Chloro-2-fluorobenzyl)oxy)-3-fluorophenyl)piperidin-1-yl)methyl)-4-(difluoromethoxy)-1-methyl-1H-benzo[d]imidazole-6-carboxylic acid ClC1=CC(=C(COC2=C(C=CC=C2F)C2CCN(CC2)CC2=NC3=C(N2C)C=C(C=C3OC(F)F)C(=O)O)C=C1)F